4-(3-(3-methoxy-4-((6-methylpyridin-3-yl)methoxy)benzyl)-3H-imidazo[4,5-b]pyridin-6-yl)-2-methylbut-3-yn-2-amine COC=1C=C(CN2C=NC=3C2=NC=C(C3)C#CC(C)(N)C)C=CC1OCC=1C=NC(=CC1)C